N-[4-(2,4-dioxo-1,2,3,4,8,9,10,11-octahydro-naphtho[1,2-b][1,4]-diazepin-5-yl)phenyl]-2-nitro-benzenesulfonamide O=C1CC(N(C2=C(N1)C=1CCCCC1C=C2)C2=CC=C(C=C2)NS(=O)(=O)C2=C(C=CC=C2)[N+](=O)[O-])=O